CC1=C(C(=O)C2=C(C1=O)N3C[C@H]4[C@@H]([C@@]3([C@H]2COC(=O)N)O)N4C)OC The molecule is a member of the family of mitomycins that exhibits antibiotic and antitumour properties. It has a role as an antimicrobial agent and an antineoplastic agent. It is a mitomycin and an ether. It is a conjugate acid of a mitomycin B(1-).